N,N'-di-t-Butoxycarbonyl-N'-fluorosulfonylguanidine C(C)(C)(C)OC(=O)NC(=N)N(S(=O)(=O)F)C(=O)OC(C)(C)C